3-(4-trifluoromethyl-benzyl)-4-methyl-1-tosyl-1H-pyrrole FC(C1=CC=C(CC2=CN(C=C2C)S(=O)(=O)C2=CC=C(C)C=C2)C=C1)(F)F